N-(methylsulfonyl)-N-phenylacrylamide CS(=O)(=O)N(C(C=C)=O)C1=CC=CC=C1